1-(cyclopropylmethyl)-6-oxo-1,6-dihydropyridazine-3-carboxylic acid C1(CC1)CN1N=C(C=CC1=O)C(=O)O